rel-1-(tert-butyl) 3-methyl (3S,4R)-4-(pyridin-4-yl)pyrrolidine-1,3-dicarboxylate N1=CC=C(C=C1)[C@H]1[C@@H](CN(C1)C(=O)OC(C)(C)C)C(=O)OC |o1:6,7|